(R)-ethyl 1-Boc-3-piperidinecarboxylate C(=O)(OC(C)(C)C)N1C[C@@H](CCC1)C(=O)OCC